C(=O)(OC(C)CC)OOC(=O)OC(C)CC di(secondary-butyl) peroxydicarbonate